(Z)-5-chloro-6-(4-((2,6-dichlorophenyl)(hydroxyimino)methyl)piperazin-1-yl)-N,N-dimethylnicotinamide ClC=1C(=NC=C(C(=O)N(C)C)C1)N1CCN(CC1)\C(=N/O)\C1=C(C=CC=C1Cl)Cl